[Ru](Cl)Cl.N1=C(C=CC=C1)C1=NC=CC=C1C1=NC=CC=C1.N1=C(C=CC=C1)C1=NC=CC=C1C1=NC=CC=C1.N1=C(C=CC=C1)C1=NC=CC=C1C1=NC=CC=C1 Triterpyridine ruthenium dichloride